4-methylseleno-2,5-dimethoxy-phenethylamine C[Se]C1=CC(=C(CCN)C=C1OC)OC